C(C(C)C)OC(=O)NCC1=C(C=NN1C)C1=CC=C(C=N1)OC1CCCCC1 (1S,3S)-3-((6-(5-(((Isobutoxy-carbonyl)amino)methyl)-1-methyl-1H-pyrazol-4-yl)pyridin-3-yl)oxy)-cyclohexan